(S)-2-(1-Cyclopropyl-4-oxo-1,4-dihydro-5H-pyrazolo[3,4-d]pyridazin-5-yl)-N-(1-(2-fluoro-4-methylphenyl)ethyl)acetamid C1(CC1)N1N=CC2=C1C=NN(C2=O)CC(=O)N[C@@H](C)C2=C(C=C(C=C2)C)F